(R)-3-(((2R,3R,4R,5s)-3,4,5-tris(benzyloxy)-2-methylpiperidin-1-yl)methyl)piperidine-1-carboxylic acid tert-butyl ester C(C)(C)(C)OC(=O)N1C[C@H](CCC1)CN1[C@@H]([C@H]([C@@H]([C@H](C1)OCC1=CC=CC=C1)OCC1=CC=CC=C1)OCC1=CC=CC=C1)C